N-((5-cyclopropyl-1H-indazol-4-yl)methyl)-4-(difluoromethoxy)-3-fluorobenzamide C1(CC1)C=1C(=C2C=NNC2=CC1)CNC(C1=CC(=C(C=C1)OC(F)F)F)=O